BrC1=C(C=CC=C1C(F)(F)F)CBr 2-bromo-1-(bromomethyl)-3-(trifluoromethyl)benzene